C(C)(=O)C=1C=C(C=C2C(=C(C(=NC12)C1CCOCC1)C1CC1)C#N)F 8-acetyl-3-cyclopropyl-6-fluoro-2-(tetrahydro-2H-pyran-4-yl)quinoline-4-carbonitrile